BrC1=CC=CC(=N1)N1C(C2(CCN(C2)C(=O)OC(C)(C)C)CC1)=O tert-butyl 7-(6-bromopyridin-2-yl)-6-oxo-2,7-diazaspiro[4.4]nonane-2-carboxylate